C(C1=CC=CC=C1)N(C)CC=1N=CC=2N(C1)C=C(N2)CC=2C(=NN(C2)C)Br N-benzyl-1-(2-((3-bromo-1-methyl-1H-pyrazol-4-yl)methyl)imidazo[1,2-a]pyrazin-6-yl)-N-methylmethylamine